[Tris(prop-2-yl)]silane CC(C)[SiH](C(C)C)C(C)C